BrCC=1C=CC2=C(C(=C(O2)C)C(=O)OCC)C1 ethyl 5-(bromomethyl)-2-methylbenzofuran-3-carboxylate